NC1=CC(=CC(=N1)C=1C=C2CN(C(C2=CC1)=O)C1C(NC(CC1)=O)=O)Cl 3-(5-(6-amino-4-chloropyridin-2-yl)-1-oxoisoindolin-2-yl)piperidine-2,6-dione